C[C@H]1CCC[C@@]2([C@@]1(C[C@@H](CC2)C(C)(C)O)O)C The molecule is a carbobicyclic compound that is decahydronaphthalene substituted at positions 2, 4a, 8 and 8a by 2-hydroxypropan-2-yl, methyl, methyl and hydroxy groups, respectively. The (3R,4aS,5S,8aS) stereoisomer. It has a role as a bacterial metabolite and a plant metabolite. It is a carbobicyclic compound, a eudesmane sesquiterpenoid, a tertiary alcohol and a diol.